NC1=C2C(=NC=N1)N(N=C2C2=CC=C(C=C2)O)CC2=NC1=CC=CC(=C1C(N2CC2=CC(=CC=C2)OC)=O)C#CCOC 2-((4-Amino-3-(4-hydroxyphenyl)-1H-pyrazolo[3,4-d]pyrimidin-1-yl)methyl)-3-(3-methoxybenzyl)-5-(3-methoxyprop-1-ynyl)quinazolin-4(3H)-one